The molecule is a hydroxyisoflavanone that is the 2,3-dihydro derivative of biochanin A. It has a role as an antifungal agent and a metabolite. It is a hydroxyisoflavanone and a methoxyisoflavanone. It derives from a biochanin A. It is a conjugate acid of a 2,3-dihydrobiochanin A(1-). COC1=CC=C(C=C1)C2COC3=CC(=CC(=C3C2=O)O)O